C1(=CC=CC=C1)OC=1C(C(=O)O)=CC=C(C1)N Phenyl-4-aminosalicylic acid